C(C)OCC[C@H](N(C(CCC=C)=O)C)C(=O)O O-ethyl-N-methyl-N-(pent-4-enoyl)-L-homoserine